ClC=1C=C2C=C(NC2=CC1)C(=O)NC1CCN(CC1)C(=O)C=1OC(=NN1)C1CC(C1)OC(F)(F)F 5-chloro-N-(1-(5-((1s,3s)-3-(trifluoromethoxy)cyclobutyl)-1,3,4-oxadiazole-2-carbonyl)piperidin-4-yl)-1H-indole-2-carboxamide